C1(CCCC1)[C@@H](CC#N)NN (R)-3-cyclopentyl-3-hydrazinopropionitrile